C(CCC)(=O)OCC(C)C i-butyl butyrate